C(=O)(O)Br.[NH4+] ammonium carboxybromide